(1R,4R,6S,7R)-(+)-7-bromo-2-(4-methoxybenzyl)-3-oxo-2-azabicyclo[2.2.1]-heptan-6-yl acetate C(C)(=O)O[C@H]1C[C@@H]2C(N([C@H]1[C@@H]2Br)CC2=CC=C(C=C2)OC)=O